N1C=C(C2=CC=C3C(=C12)C=CC=C3)S(=O)(=O)O 1H-benzo[g]indole-3-sulfonic acid